ClC1=C(C=CC=C1)CC(=O)NC1=CC(=C(C=C1)C=1C=NC=C(C1)C(F)(F)F)S(N)(=O)=O 2-(2-Chlorophenyl)-N-{3-sulfamoyl-4-[5-(trifluoromethyl)pyridin-3-yl]phenyl}acetamide